C(C)(C)(C)OC(=O)N1C[C@H](CC1)CC(C)=O 3-(R)-(2-oxopropyl)pyrrolidine-1-carboxylic acid tert-butyl ester